1,8-divinylnaphthalene C(=C)C1=CC=CC2=CC=CC(=C12)C=C